N1(CCCCC1)C1=C(C(=CC=C1)N)N 3-(piperidin-1-yl)benzene-1,2-diamine